COCCNCC(C)C1=CC=C(N(C)C2=CC=C(OC=3N=C(C4=C(N3)C=NC=C4)O)C=C2)C=C1 2-[4-[4-[1-(2-methoxyethylamino)propan-2-yl]-N-methylanilino]phenoxy]pyrido[3,4-d]pyrimidin-4-ol